CNCCCCCCCNC(OC(C)(C)C)=O tert-butyl N-[7-(methylamino) heptyl]carbamate